trans-1-Benzyl 3-ethyl 4-(methoxymethyl)pyrrolidine-1,3-dicarboxylate COC[C@H]1[C@@H](CN(C1)C(=O)OCC1=CC=CC=C1)C(=O)OCC